CC1(CC(CC(C1)(C)C)C(NC(COC(C(=C)C)=O)C)=O)CC(NC(COC(C(=C)C)=O)C)=O 1,5,5-trimethyl-1-[(1-methacryloyloxypropan-2-yl)carbamoylmethyl]-3-(1-methacryloyloxypropan-2-yl)carbamoylcyclohexane